C(C#C)N1C(N(C(N(C1=O)CC#C)=O)CC#C)=O 1,3,5-tri(prop-2-yn-1-yl)-1,3,5-triazine-2,4,6-trione